(S)-4-(N-methyl-N-ethoxycarbonylamino)-3-(4-methylphenyl)-N-((R)-1-(2-(trifluoromethyl)pyrimidin-5-yl)ethyl)-4,5-dihydro-1H-pyrazole-1-carboxamide CN(C(=O)OCC)[C@@H]1C(=NN(C1)C(=O)N[C@H](C)C=1C=NC(=NC1)C(F)(F)F)C1=CC=C(C=C1)C